1-(2-(2-Chloroethoxy)ethoxy)-4-nitrobenzene ClCCOCCOC1=CC=C(C=C1)[N+](=O)[O-]